C(C)C1=C(C=CC(=C1)S(=O)(=O)C=1C=NC=CC1)NC(=O)C1=NC=CC=C1 N-[2-ethyl-4-(pyridine-3-sulfonyl)phenyl]pyridine-2-carboxamide